tert-butyl 4-(5-bromopyrimidin-2-yl)piperidine-1-carboxylate BrC=1C=NC(=NC1)C1CCN(CC1)C(=O)OC(C)(C)C